2-[(3-chloro-2-fluorophenyl)methyl]-2,5-dihydro-1H-pyrrole-1-carboxylic acid benzyl ester C(C1=CC=CC=C1)OC(=O)N1C(C=CC1)CC1=C(C(=CC=C1)Cl)F